ClC1=C(C=C(C=C1)C(=O)N1CCC(CC1)CCNC)N1CNCC=C1 1-(2-Chloro-5-(4-(2-(methylamino)ethyl)piperidine-1-carbonyl)phenyl)dihydropyrimidine